CN(C([S-])=S)C dimethyldithiocarbamate